C(CCCCCCCCCCCCCCCCC)OP(OCCCCCCCCCCCCCCCCCC)(=O)CC1=CC(=C(C(=C1)C(C)(C)C)O)C(C)(C)C di-n-octadecyl(3,5-di-tert-butyl-4-hydroxybenzyl)phosphonate